4-Bromo-2-{[1,1-difluoroprop-2-yl]oxy}benzonitrile BrC1=CC(=C(C#N)C=C1)OC(C(F)F)C